Tert-butyl ((S)-2-((4-(((tert-butyldimethylsilyl)oxy)methyl)-5-fluoropyridin-2-yl)amino)-1-((1r,4S)-4-methylcyclohexyl)-2-oxoethyl)carbamate [Si](C)(C)(C(C)(C)C)OCC1=CC(=NC=C1F)NC([C@H](C1CCC(CC1)C)NC(OC(C)(C)C)=O)=O